N-acetoxybutyramide C(C)(=O)ONC(CCC)=O